FC1=CC2=C(N(C(N=C2N2[C@H](CN(CC2)C(=O)OC(C)(C)C)C)=O)C=2C(=NC=CC2C)C(C)C)N=C1C1=C(C=CC=2C=COC21)F tert-butyl (3S)-4-(6-fluoro-7-(6-fluorobenzofuran-7-yl)-1-(P)-(2-isopropyl-4-methylpyridin-3-yl)-2-oxo-1,2-dihydropyrido[2,3-d]pyrimidin-4-yl)-3-methylpiperazine-1-carboxylate